(cholestenyl)oxy-3,5-diaminobenzene C(=C(C)CCC[C@@H](C)[C@H]1CC[C@H]2[C@@H]3CCC4CCCC[C@]4(C)[C@H]3CC[C@]12C)OC1=CC(=CC(=C1)N)N